ClC=1C=CC(=C(CBr)C1)OCCCCCC 5-chloro-2-hexyloxybenzyl bromide